FC1=CC=C(C=C1)C(N1C[C@@H](N(C[C@H]1CC)C1=C2N=CN(C2=NC(=N1)Cl)CCN(C(OC(C)(C)C)=O)C)CC)C1=CC=C(C=C1)F tert-Butyl (2-(6-((2S,5R)-4-(bis(4-fluorophenyl)methyl)-2,5-diethylpiperazin-1-yl)-2-chloro-9H-purin-9-yl)ethyl)(methyl)carbamate